ClC=1C=C(CC2=C(NC=3N(C2=O)N=C(N3)C(C)N3CCN(CC3)C3=C(C(=CC=C3)C)C)C)C=CC1 6-(3-chlorobenzyl)-2-(1-(4-(2,3-dimethylphenyl)piperazin-1-yl)ethyl)-5-methyl-[1,2,4]triazolo[1,5-a]pyrimidin-7(4H)-one